C(#N)[C@@H](C[C@H]1C(NCCC1)=O)NC(=O)[C@H]1N([C@@H]2CC([C@H]1CC2)(F)F)C(=O)C=2NC1=CC=CC(=C1C2)OC (1S,3S,4S)-N-((R)-1-cyano-2-((S)-2-oxopiperidin-3-yl)ethyl)-5,5-difluoro-2-(4-methoxy-1H-indole-2-carbonyl)-2-azabicyclo[2.2.2]octane-3-carboxamide